4-(6-chloro-5-fluoro-3,3-dimethylindoline-1-yl)-N-(4-fluoro-2-methoxy-5-nitrophenyl)-1,3,5-triazin-2-amine ClC1=C(C=C2C(CN(C2=C1)C1=NC(=NC=N1)NC1=C(C=C(C(=C1)[N+](=O)[O-])F)OC)(C)C)F